Cl.Cl.NC(C(=O)N[C@H](C(=O)NC)[C@H](CC)C)C1CCN(CC1)C(N)=N (2S,3S)-2-[2-amino-2-(1-carbamimidoylpiperidin-4-yl)acetamido]-N,3-dimethylpentanamide dihydrochloride